(R)-1-phenyl-1,2-ethanediol C1(=CC=CC=C1)[C@H](CO)O